Methyl 2-[[4-[6-[(5-cyano-4-fluoro-2-thienyl)methoxy]-2-pyridyl]-2,5-difluorophenyl]methyl]-3-[[(2S)-oxetan-2-yl]methyl]benzimidazole-5-carboxylate C(#N)C1=C(C=C(S1)COC1=CC=CC(=N1)C1=CC(=C(C=C1F)CC=1N(C2=C(N1)C=CC(=C2)C(=O)OC)C[C@H]2OCC2)F)F